(6R,7S)-7-cyclopropyl-6-methyl-2-((R)-3-methylmorpholino)-6,7-dihydropyrazolo[1,5-a]pyrazin-4(5H)-one C1(CC1)[C@H]1[C@H](NC(C=2N1N=C(C2)N2[C@@H](COCC2)C)=O)C